ClC1=C(C=C(C=C1)C(F)(F)F)N(S(=O)(=O)C1=CC=CC=C1)CC(=O)NCC1CCN(CC1)C 2-(N-(2-chloro-5-(trifluoromethyl)phenyl)phenylsulfonamido)-N-((1-methylpiperidin-4-yl)methyl)acetamide